C(C)N1N=CC(=C1)NC=1N=C(C2=C(N1)N(C=C2F)S(=O)(=O)C2=CC=C(C)C=C2)N[C@H]2CN(CC[C@H]2C)C(=O)OC(C)(C)C tert-butyl (3R,4R)-3-((2-((1-ethyl-1H-pyrazol-4-yl)amino)-5-fluoro-7-tosyl-7H-pyrrolo[2,3-d]pyrimidin-4-yl)amino)-4-methylpiperidine-1-carboxylate